6-Chloro-3-[[(1R)-1-(3,6-dimethyl-4-oxo-2-pyrazolo[1,5-a]pyrimidin-3-yl-chromen-8-yl)ethyl]amino]-N'-hydroxy-pyridine-2-carboxamidine ClC1=CC=C(C(=N1)C(=NO)N)N[C@H](C)C=1C=C(C=C2C(C(=C(OC12)C=1C=NN2C1N=CC=C2)C)=O)C